tert-butyl 4-(3-(2-hydroxyethyl)cyclobutyl)piperidine-1-carboxylate OCCC1CC(C1)C1CCN(CC1)C(=O)OC(C)(C)C